4-Chloro-2-(4,6-dichloro-1H-pyrazolo[4,3-c]pyridin-1-yl)phenol ClC1=CC(=C(C=C1)O)N1N=CC=2C(=NC(=CC21)Cl)Cl